(R)-3-(2-(3-(5-isopropoxypyridin-2-yl)azetidin-1-yl)-2-oxoethyl)pyrrolidine-1-carbonitrile C(C)(C)OC=1C=CC(=NC1)C1CN(C1)C(C[C@@H]1CN(CC1)C#N)=O